COC(CCCCCNCCCC)(OC)OC [3-(trimethoxypropyl)propyl]N-butylamine